1-(4-phenylthiophenyl)-butan-1,2-dione 2-oxime C1(=CC=CC=C1)SC1=CC=C(C=C1)C(C(CC)=NO)=O